1-(2-bromophenyl)ethanol BrC1=C(C=CC=C1)C(C)O